2-amino-3,4,5-trimethoxybenzamide NC1=C(C(=O)N)C=C(C(=C1OC)OC)OC